FC=1C(=C2C(=NC(=NN2C1)N[C@@H]1[C@@H](CN(CC1)C1COC1)F)OC)C=1C=CC2=C(N(C=N2)CCF)C1 6-fluoro-N-((3R,4S)-3-fluoro-1-(oxetan-3-yl)piperidin-4-yl)-5-(1-(2-fluoroethyl)-1H-benzo[d]imidazol-6-yl)-4-methoxypyrrolo[2,1-f][1,2,4]triazin-2-amine